BrC1=C(C=CC(=C1C(F)F)Cl)C 2-bromo-4-chloro-3-(difluoromethyl)-1-methylbenzene